N-(1-cyclopropyl-3-(6-(1-hydroxybutyl)-4-methylpyridin-3-yl)-2-oxo-1,2-dihydro-1,6-naphthyridin-7-yl)cyclopropanecarboxamide C1(CC1)N1C(C(=CC2=CN=C(C=C12)NC(=O)C1CC1)C=1C=NC(=CC1C)C(CCC)O)=O